5-bromo-N-methyl-N-(2,2,2-trifluoroethyl)pyridin-2-amine BrC=1C=CC(=NC1)N(CC(F)(F)F)C